3-(4-chloro-3-(trifluoromethyl)phenyl)-1-(6-chlorobenzothiazol-2-yl)-1-methylurea ClC1=C(C=C(C=C1)NC(N(C)C=1SC2=C(N1)C=CC(=C2)Cl)=O)C(F)(F)F